N-(4-(4,4,5,5-tetramethyl-1,3,2-dioxaborolan-2-yl)phenyl)cyclopropanecarboxamide CC1(OB(OC1(C)C)C1=CC=C(C=C1)NC(=O)C1CC1)C